2-((2-tetradecyloctadecyl)oxy)-2-oxoethane-1-aminium methanesulphonate CS(=O)(=O)[O-].C(CCCCCCCCCCCCC)C(COC(C[NH3+])=O)CCCCCCCCCCCCCCCC